bis-(methacryloxydecyl) phosphate P(=O)(OCCCCCCCCCCOC(C(=C)C)=O)(OCCCCCCCCCCOC(C(=C)C)=O)[O-]